O=C1CCC[C@@H]2N1CCNC2 (S)-6-oxooctahydro-2H-pyrido[1,2-a]pyrazin